(R)-6-bromo-1-(1-(2,4-dichlorophenyl)ethyl)-1H-benzo[d][1,2,3]triazole-4-carbaldehyde BrC=1C=C(C2=C(N(N=N2)[C@H](C)C2=C(C=C(C=C2)Cl)Cl)C1)C=O